O[C@H](C)C1=NC=2C(=C3C(=NC2)NC=C3)N1C1CN(CC1)CCC#N 3-(3-(2-((R)-1-Hydroxyethyl)imidazo[4,5-d]pyrrolo[2,3-b]pyridin-1(6H)-yl)pyrrolidin-1-yl)propanenitrile